(R)-2-((2-aminopropoxy)methyl)-6-methylpyrimidin-4-amine N[C@@H](COCC1=NC(=CC(=N1)N)C)C